Methallylsilane C(C(C)=C)[SiH3]